C(#N)C1=CC=C2C(=C(N(C2=C1)C1CC1)NC(CC(C)(C)C)=O)F N-(6-cyano-1-cyclopropyl-3-fluoro-1H-indol-2-yl)-3,3-dimethylbutyramide